3-(3-Chloro-4-fluorophenyl)-1-(8-fluoro-3,3-dioxido-6-oxo-1,4,5,6-tetrahydro-2H-thiopyrano[3,4-c]isoquinolin-1-yl)-1-methylurea ClC=1C=C(C=CC1F)NC(N(C)C1CS(CC=2NC(C=3C=C(C=CC3C21)F)=O)(=O)=O)=O